(5-bromopyridin-2-yl)(phenyl)methanol BrC=1C=CC(=NC1)C(O)C1=CC=CC=C1